lithium para-chlorom-xylenol ClC1=C(CC(C=C1)(C)O)C.[Li]